C(C)(C)(C)OC(=O)N[C@@H](C)C(=O)N[C@@H](C)C(=O)O (tert-butoxycarbonyl)-L-alanyl-L-alanine